CC=1C(=NC(=NC1)NC1=CC=C(C=C1)N1CCN(CC1)C)NC1=C(C=C(C=C1)Cl)NS(=O)(=O)C1CC1 5-Methyl-N4-[4-chloro-(3-cyclopropanesulfonamido)phenyl]-N2-[4-(4-methylpiperazin-1-yl)phenyl]pyrimidine-2,4-diamine